C(C)OC(=O)C1=NC2=CC=CC=C2N=C1CC 3-ethylquinoxaline-2-carboxylic acid ethyl ester